BrC1=CC(=CC2=CC=C(C(=C12)OC([2H])([2H])F)F)O 4-Bromo-6-fluoro-5-(fluoromethoxy-d2)naphthalen-2-ol